C(C)[C@@H]1N(C[C@H](N(C1)C(C)C1=NC=2N(C=C1)N=C(C2F)C)CC)C=2C=1C(N(C(N2)=O)C)=CN(N1)C1OCCCC1 7-((2S,5R)-2,5-diethyl-4-(1-(3-fluoro-2-methylpyrazolo[1,5-a]pyrimidin-5-yl)ethyl)piperazin-1-yl)-4-methyl-2-(tetrahydro-2H-pyran-2-yl)-2,4-dihydro-5H-pyrazolo[4,3-d]pyrimidin-5-one